O(C1=CC=C(C=C1)S(=O)(=O)N1C(C1)C)C1=CC=C(C=C1)S(=O)(=O)N1C(C1)C 1,1'-(oxybis(4,1-phenylenesulfonyl))bis(2-methylaziridine)